BrC1=C(NC2=NN(C=3C2=NC=C(C3)C=N[C@H](C(=O)O)C)C)C=CC=C1C1=CC=CC=C1 (S)-2-((3-(2-bromo-3-phenylanilino)-1-methylpyrazolo[4,5-b]pyridin-6-ylmethylene)amino)-propionic acid